C[C@H]1O[C@H](CN(C1)C1=C2C=CC=NC2=CC=C1)C(=O)OC methyl (2R,6R)-6-methyl-4-(5-quinolyl)morpholine-2-carboxylate